tert-butyl (4-((2-chloropyridin-4-yl)oxy)naphthalen-1-yl)carbamate ClC1=NC=CC(=C1)OC1=CC=C(C2=CC=CC=C12)NC(OC(C)(C)C)=O